2-(2-(2-(4-(hydroxymethyl)-4-(((4,4',4''-trimethoxytrityl)oxy)methyl)piperidin-1-yl)-2-oxoethoxy)ethoxy)-3a,4,7,7a-tetrahydro-1H-4,7-epoxyisoindole-1,3(2H)-dione OCC1(CCN(CC1)C(COCCON1C(C2C3C=CC(C2C1=O)O3)=O)=O)COC(C3=CC=C(C=C3)OC)(C3=CC=C(C=C3)OC)C3=CC=C(C=C3)OC